ClC=1C=C(C=CC1)C=1C=C2C(=NC1)N(C(N2CC=2N=NC=CC2)=O)C 6-(3-chlorophenyl)-3-methyl-1-(pyridazin-3-ylmethyl)imidazo[4,5-b]pyridin-2-one